ClC1=C(OCC=2C=C(C=CC2)C=C2CN(C2)CC2=NC3=C(N2CC2=CN=CN2CC)C=C(C=C3)C(=O)O)C=CC(=C1)Cl 2-{[3-({3-[(2,4-dichlorophenoxy)methyl]phenyl}methylidene)-azetidin-1-yl]methyl}-1-[(1-ethyl-1H-imidazol-5-yl)methyl]-1H-1,3-benzodiazole-6-carboxylic acid